1,3-dimethylpyrrolium acetate C(C)(=O)[O-].C[NH+]1C=C(C=C1)C